α-methyl-Lysine C[C@](N)(CCCCN)C(=O)O